methyl cis-2-((((CIS)-4-phenylcyclohexyl)oxy)methyl)-3-(1-(tetrahydro-2H-pyran-2-yl)-1H-pyrazol-5-yl)piperidine-1-carboxylate C1(=CC=CC=C1)[C@H]1CC[C@H](CC1)OC[C@@H]1N(CCC[C@@H]1C1=CC=NN1C1OCCCC1)C(=O)OC